2-(((1-ethoxy-3-(4-methoxyphenyl)-1,3-dioxopropane-2-yl)thio)carbonyl)-2,7-diazaspiro[3.5]nonane-7-carboxylic acid tert-butyl ester C(C)(C)(C)OC(=O)N1CCC2(CN(C2)C(=O)SC(C(=O)OCC)C(=O)C2=CC=C(C=C2)OC)CC1